2-[2-(3,4-dimethylpyrimido[4',5':4,5]thieno[2,3-c]pyridazin-8-yl)isoindolin-5-yl]propan-2-ol CC1=C(C2=C(N=N1)SC1=C2N=CN=C1N1CC2=CC=C(C=C2C1)C(C)(C)O)C